ClC1=CC=C2C(=CN(C(C2=C1)=O)C)S(=O)(=O)Cl 7-chloro-2-methyl-1-oxo-isoquinoline-4-sulfonyl chloride